3-hydroxyadipoylcarnitine OC(CC(=O)C(O)(C[N+](C)(C)C)CC([O-])=O)CCC(=O)O